BrC=1OC(=CC1CCCCCCBr)Br 2,5-dibromo-3-(6-bromohexyl)-furan